IC1=CC=C(CN2C(N(C(C3=CC=CC=C23)=O)CCC2=CC=CC=C2)=O)C=C1 1-(4-iodobenzyl)-3-phenethylquinazoline-2,4(1H,3H)-dione